2-[(4-{6-[(4-chloro-2-fluorobenzyl)oxy]pyridin-2-yl}piperidin-1-yl)methyl]-1-{[(2R)-1-methylpyrrolidin-2-yl]methyl}-1H-benzimidazole-6-carboxylic acid ClC1=CC(=C(COC2=CC=CC(=N2)C2CCN(CC2)CC2=NC3=C(N2C[C@@H]2N(CCC2)C)C=C(C=C3)C(=O)O)C=C1)F